9-(4-(tert-butyl)pyridin-2-yl)-9H-carbazol-5,6,7,8-d4-2-ol C(C)(C)(C)C1=CC(=NC=C1)N1C2=C(C(=C(C(=C2C=2C=CC(=CC12)O)[2H])[2H])[2H])[2H]